(S)-2-Amino-3-(4-(carboxymethoxy)phenyl)propanoic acid N[C@H](C(=O)O)CC1=CC=C(C=C1)OCC(=O)O